palmitoleyl octatriacontanoate C(CCCCCCCCCCCCCCCCCCCCCCCCCCCCCCCCCCCCC)(=O)OCCCCCCCC\C=C/CCCCCC